C(C)(C)C1=NC=CC(=C1NC(=O)N)C 1-(2-isopropyl-4-methylpyridin-3-yl)urea